BrC(CP(O)(O)=O)OC(C(C)C)=O bromoisobutyryloxyethyl-phosphonic acid